Cl.N[C@H](CC(=O)OCC1=CC=CC=C1)C1=CC=C(C=C1)Cl Benzyl (R)-3-amino-3-(4-chlorophenyl)propanoate hydrochloride